benzylbis(2-chloroethyl)ethylammonium bromide [Br-].C(C1=CC=CC=C1)[N+](CC)(CCCl)CCCl